C(N)(=N)C=1C=C(SC1)CNC(=O)[C@H]1N(C[C@](C1)(COC)F)C(CNC(CCCOC1=CC=CC=C1)=O)=O (2S,4R)-N-((4-carbamimidoylthiophen-2-yl)methyl)-4-fluoro-4-(methoxy-methyl)-1-((4-phenoxybutanoyl)glycyl)pyrrolidine-2-carboxamide